COCCNC(=O)C1=CC2=C(N(C(=N2)NC=2OC3=C(N2)C=CC(=C3)OC(F)(F)F)C3CCOCC3)C=C1 N-(2-methoxyethyl)-1-(tetrahydro-2H-pyran-4-yl)-2-((6-(trifluoromethoxy)benzo[d]oxazol-2-yl)amino)-1H-benzo[d]imidazole-5-carboxamide